(3S)-methyl 7-(2-amino-5-chlorophenyl)-5-oxo-1,2,3,5,8,8a-hexahydroindolizine-3-carboxylate NC1=C(C=C(C=C1)Cl)C1=CC(N2[C@@H](CCC2C1)C(=O)OC)=O